COC1=CC=CC=C1OS(=O)(=O)O O-methoxycatechol-O-sulphate